N-(5,5-dimethyltetrahydrofuran-3-yl)benzamide CC1(CC(CO1)NC(C1=CC=CC=C1)=O)C